C12(CNCCC2C1)COC=1N=C(C2=C(N1)C(=C(N=C2)C2=CC(=CC1=CC=C(C(=C21)CC)F)O)F)N2C[C@@](CCC2)(O)C (3R)-1-(2-((3-azabicyclo[4.1.0]heptan-1-yl)methoxy)-7-(8-ethyl-7-fluoro-3-hydroxynaphthalen-1-yl)-8-fluoropyrido[4,3-d]pyrimidin-4-yl)-3-methylpiperidin-3-ol